N1=C2C(=CC=C1)CC=1C2=NC=CC1 cyclopenta[1,2-b:5,4-b']dipyridine